[N+](=O)([O-])C=1C(=C(C=CC1)O)[N+](=O)[O-] dinitro-phenol